COC(C1=C(C=CC=C1)C1=C(N(C2=CC=3C=CN(C3C=C21)S(=O)(=O)C2=CC=CC=C2)C2=CC=C(C=C2)F)C2(CCOCC2)O)=O [5-(benzenesulfonyl)-1-(4-fluorophenyl)-2-(4-hydroxytetrahydropyran-4-yl)pyrrolo[2,3-f]indol-3-yl]benzoic acid methyl ester